[N+](#[C-])C1=C(OCCOC2=C(C=CC=C2)[N+]#[C-])C=CC=C1 1,2-bis(2-isocyanophenoxy)ethane